2-fluoro-4-(1-(4-methoxyphenyl)-3-((((1S,3S)-3-(methylamino)-cyclohexyl)methyl)-amino)-1H-pyrazol-5-yl)benzonitrile FC1=C(C#N)C=CC(=C1)C1=CC(=NN1C1=CC=C(C=C1)OC)NC[C@@H]1C[C@H](CCC1)NC